3-(5-{6-[2-(2-Cyano-7-fluoro-4-methoxy-indol-1-yl)-ethylamino]-pyrimidin-4-yl}-3-ethoxy-thiophen-2-yl)-propionic acid C(#N)C=1N(C2=C(C=CC(=C2C1)OC)F)CCNC1=CC(=NC=N1)C1=CC(=C(S1)CCC(=O)O)OCC